C(C)(=O)OCC1C(C(C1)C(=C)C)(C)C (3-Isopropenyl-2,2-Dimethylcyclobutyl)Methyl Acetate